1-methyl-3-trifluoromethyl-1H-pyrazol-4-boronic acid pinacol ester CN1N=C(C(=C1)B1OC(C)(C)C(C)(C)O1)C(F)(F)F